ClC=1C=CC(=C(C1)C=1C=C2C(=NN=C(C2=C(C1)F)NCC1=C(C=C(C=C1)OC)OC)C)OC 6-(5-chloro-2-methoxyphenyl)-N-[(2,4-dimethoxyphenyl)methyl]-8-fluoro-4-methylphthalazin-1-amine